1-N-bromobenzotriazole BrN1N=NC2=C1C=CC=C2